N-(2-methoxy-4-nitrophenyl)phthalimide COC1=C(C=CC(=C1)[N+](=O)[O-])N1C(C=2C(C1=O)=CC=CC2)=O